C(=S)S.NC(C(=O)O)CC=1N=CNC1 2-Amino-3-(4-imidazolyl)propionic acid dithioformate